O1CC(CCC12CCNCC2)=O 1-oxa-9-azaspiro[5.5]undecan-3-one